4-{1-((S)-sec-butyl)-7-[1-(6,7-difluoro-quinolin-3-yl)-ethylamino]-1H-pyrazolo[4,3-d]pyrimidin-5-yl}-piperazine-1-carboxylic acid amide [C@H](C)(CC)N1N=CC=2N=C(N=C(C21)NC(C)C=2C=NC1=CC(=C(C=C1C2)F)F)N2CCN(CC2)C(=O)N